1-(2-fluoropyridin-4-yl)methanamine FC1=NC=CC(=C1)CN